D-Mannopyranose OC1[C@@H](O)[C@@H](O)[C@H](O)[C@H](O1)CO